4-((2-(dimethylamino)ethoxy)methyl)-N,N-bis(3-methoxybenzyl)oxazol-2-amine CN(CCOCC=1N=C(OC1)N(CC1=CC(=CC=C1)OC)CC1=CC(=CC=C1)OC)C